COC=1C=C(C=C(C1)[N+](=O)[O-])NC1CC(C1)C(=O)OCC ethyl 3-((3-methoxy-5-nitrophenyl)amino)cyclobutanecarboxylate